C(C)(=O)C1=CC=C(C=C1)N1N=CC=2C(C1=O)=C(N(C2C)C2=CC=CC=C2)C 2-(4-Acetyl-phenyl)-5,7-dimethyl-6-phenyl-2,6-dihydro-1H-pyrrolo[3,4-d]pyridazin-1-one